FC=1C(=NC=C(C1)F)CC=1N=C(SC1C(=O)N)N1CCC(CC1)N1C[C@H](CCC1)C(F)(F)F [(3,5-difluoropyridin-2-yl)methyl]-2-[(3S)-3-(trifluoromethyl)[1,4'-bipiperidin]-1'-yl]-1,3-thiazole-5-carboxamide